O(C1=CC=CC=C1)C1=C(C=CC=C1)NC1=NC=C(C(=N1)NC1=CC=CC=C1)C(=O)N 2-(2-phenoxyphenylamino)-4-(phenylamino)pyrimidine-5-carboxamide